((7-fluoro-1-hydroxy-1,3-dihydrobenzo[c][1,2]oxaborol-6-yl)oxy)acetate FC1=C(C=CC2=C1B(OC2)O)OCC(=O)[O-]